1-(3-n-pentanyl)isoquinoline CCC(CC)C1=NC=CC2=CC=CC=C12